2,4-dibromo-4-[3-[(tert-butyldimethylsilyl)oxy]-1-(oxan-2-yloxy)propyl]-1,3-thiazole BrC=1SCC(N1)(C(CCO[Si](C)(C)C(C)(C)C)OC1OCCCC1)Br